2-(2'-hydroxy-3,5'-di-tert-butylphenyl)-5-tert-butylbenzotriazole OC1=C(C=C(C=C1C(C)(C)C)C(C)(C)C)N1N=C2C(=N1)C=CC(=C2)C(C)(C)C